ClC1=NC=C(C=N1)C(=O)Cl 2-chloropyrimidine-5-carbonyl chloride